N1(CCC1)CC=1C=CC(=NC1)C=1N=NN(C1)CC1=C(C=C(C=N1)C=1OC(=NN1)C(F)F)F 2-(6-((4-(5-(azetidin-1-ylmethyl)pyridin-2-yl)-1H-1,2,3-triazol-1-yl)methyl)-5-fluoropyridin-3-yl)-5-(difluoromethyl)-1,3,4-oxadiazole